6-[4-(3,3,3-trifluoropropyl)piperazin-1-yl]pyridin-3-amine FC(CCN1CCN(CC1)C1=CC=C(C=N1)N)(F)F